O([Si](C)(C)C(C)(C)C)C1=CC=C(C=C)C=C1 p-(tert-butyldimethylsiloxy)styrene